4-(3-methoxy-1H-indazol-5-yl)-2-[(oxiran-2-yl)methyl]-2,3-dihydro-1H-isoindol-1-one COC1=NNC2=CC=C(C=C12)C1=C2CN(C(C2=CC=C1)=O)CC1OC1